BrCC(=O)C1=C(C=C(C=C1)Br)F 2-Bromo-1-(4-bromo-2-fluorophenyl)ethan-1-one